(acetonitrile) ruthenium (0) [Ru].C(C)#N